BrC1=CC=2C(=NC=C(C2NC)C(=O)NC2=C(C=CC=C2Cl)Cl)N1COCC[Si](C)(C)C 2-bromo-N-(2,6-dichlorophenyl)-4-(methylamino)-1-(2-trimethylsilylethoxymethyl)pyrrolo[2,3-b]pyridine-5-carboxamide